(3,4-dihydroxyphenyl)-3'-(furan-2-carboyl)-1'-methylspiro[indoline-3,2'-pyrrolidin]-2-one OC=1C=C(C=CC1O)C1(C2(N(CC1)C)C(NC1=CC=CC=C12)=O)C(=O)C=1OC=CC1